C(C1=CC=CC=C1)OC=1C(=CC2=C(N(C(CN(C2=O)C2=CC=CC=C2)=O)[2H])C1)OC 8-(benzyloxy)-7-methoxy-4-phenyl-3,4-dihydro-1H-benzo[e][1,4]diazepin-2,5-dione-1-d